5-dioxancarboxylic acid O1CCOC(C1)C(=O)O